NC1=NC(=CC=C1O)Br 2-amino-6-bromopyridine-3-ol